FC1=C(C(=CC=C1)F)C1=NC(=C2N1CCNC2=O)NC2=CC=C(C=C2)C(C(=O)O)(C)C 2-(4-((3-(2,6-Difluorophenyl)-8-oxo-5,6,7,8-tetrahydroimidazo[1,5-a]pyrazin-1-yl)amino)phenyl)-2-methylpropionic acid